N-(3-chloro-5-(methylsulfonamido)phenyl)-4-(3-((5-fluoropyridin-3-yl)methoxy)pyridin-2-yl)thiophene-2-carboxamide ClC=1C=C(C=C(C1)NS(=O)(=O)C)NC(=O)C=1SC=C(C1)C1=NC=CC=C1OCC=1C=NC=C(C1)F